C(C)O[Si](C(CCCCC)N1C(C(=C(C1=O)C)C)=O)(OCC)OCC 1-[tri(ethoxy)silyl]-hexyl-3,4-dimethyl-1H-pyrrole-2,5-dione